methoxy acrylate methoxycarbamate CONC(O)=O.C(C=C)(=O)OOC